ClC=1C(=CC(=C(C1)NC1=NC=NC2=CC(=C(C=C12)NC(/C(=C\[C@@H]1N(CCC1)C)/F)=O)OC)OC)OC1=CC(=CC=C1)F (R,E)-N-(4-((5-chloro-4-(3-fluorophenoxy)-2-methoxyphenyl)amino)-7-methoxy-quinazolin-6-yl)-2-fluoro-3-(1-methylpyrrolidin-2-yl)acrylamide